2-(3-(10-Bromoanthracen-9-yl)phenyl)-4,6-diphenyl-1,3,5-triazine BrC1=C2C=CC=CC2=C(C2=CC=CC=C12)C=1C=C(C=CC1)C1=NC(=NC(=N1)C1=CC=CC=C1)C1=CC=CC=C1